CSCCCO 3-methylsulfanyl-1-propanol